CC1=CC=C(C=C1)S(=O)(=O)OCCC(CCOS(=O)(=O)C1=CC=C(C=C1)C)C1=C(C=CC(=C1)F)Br 3-(2-bromo-5-fluorophenyl)pentane-1,5-diyl bis(4-methylbenzenesulfonate)